N-(5-(7'-Fluoro-3'-methyl-2'-oxo-2',3'-dihydrospiro[cyclopropane-1,1'-pyrrolo[2,3-c]quinolin]-8'-yl)-2-(3-(pyrrolidin-1-yl)propoxy)pyridin-3-yl)benzenesulfonamide FC=1C(=CC=2C3=C(C=NC2C1)N(C(C31CC1)=O)C)C=1C=C(C(=NC1)OCCCN1CCCC1)NS(=O)(=O)C1=CC=CC=C1